5-bromo-2-hydroxy-3-(trifluoromethyl)benzenesulfonyl chloride BrC=1C=C(C(=C(C1)S(=O)(=O)Cl)O)C(F)(F)F